distearyldimethylammonium chloride Salt [Cl-].C(CCCCCCCCCCCCCCCCC)[N+](C)(C)CCCCCCCCCCCCCCCCCC